(S)-(6-Chloro-4-(3-hydroxypiperidin-1-yl)pyridin-3-yl)(cyclopropyl)methanone ClC1=CC(=C(C=N1)C(=O)C1CC1)N1C[C@H](CCC1)O